O=C1N(C(C=C1)=O)CC1CCC(CC1)C(=O)NCCCC[C@H](N)C(=O)O N6-(4-((2,5-dioxo-2,5-dihydro-1H-pyrrol-1-yl)methyl)cyclohexane-1-carbonyl)-L-lysine